4,8-Diphenyl-2-(9,9'-spirobi[fluorene]-2'-yl)benzofuro[3,2-d]pyrimidine C1(=CC=CC=C1)C=1C2=C(N=C(N1)C1=CC3=C(C=C1)C1=CC=CC=C1C31C3=CC=CC=C3C=3C=CC=CC13)C1=C(O2)C=CC(=C1)C1=CC=CC=C1